3-nitro-1,2-phenylenediamine [N+](=O)([O-])C=1C(=C(C=CC1)N)N